C(C)(C)(C)C1=NC2=C(N1C(CCC1CCCCC1)=O)C=CC=C2 1-(2-(tert-Butyl)-1H-benzo[d]imidazol-1-yl)-3-cyclohexylpropan-1-one